tert-butyl 3-(2-isobutanesulfonyl-5-oxo-7,8-dihydropyrido[4,3-d]pyrimidin-6(5H)-yl)propanoate C(C(C)C)S(=O)(=O)C=1N=CC2=C(N1)CCN(C2=O)CCC(=O)OC(C)(C)C